ClC1=CC=C(C=N1)NC1=NC=CC2=CC(=CC=C12)OC[C@@]1(OCCC1)C (R)-N-(6-chloropyridin-3-yl)-6-((2-methyltetrahydrofuran-2-yl)methoxy)isoquinolin-1-amine